C1(CC1)NC(CN1C(NC2=NC=C(C=C21)C2=C(C=C(C=C2)F)OC)=O)=O N-Cyclopropyl-2-[6-(4-fluoro-2-methoxy-phenyl)-2-oxo-3H-imidazo[4,5-b]pyridin-1-yl]acetamide